C(C1=CC=CC=C1)N1CCC(CC1)NC(=O)C12CC3(CC(CC(C1)C3)C2)C2=CC=CC=C2 N-(1-benzylpiperidin-4-yl)-3-phenyladamantane-1-carboxamide